2,5-dihydroxy-3,6-dinitro-1,4-benzoquinone OC=1C(C(=C(C(C1[N+](=O)[O-])=O)O)[N+](=O)[O-])=O